4-((2-methoxyethyl)amino)-1,2,5-oxadiazole COCCNC=1C=NON1